(2R,3S,4R,5R)-2-(2-(2-Amino-3-chlorochinolin-7-yl)ethyl)-5-(4-amino-7H-pyrrolo[2,3-d]pyrimidin-7-yl)tetrahydrothiophen-3,4-diol NC1=NC2=CC(=CC=C2C=C1Cl)CC[C@H]1S[C@H]([C@@H]([C@@H]1O)O)N1C=CC2=C1N=CN=C2N